C(C)(C)(C)OC(CC[C@@H](C(=O)O)NC(CC[C@H](C(=O)OC(C)(C)C)N1CCN(CCN(CCN(CC1)CC(OC(C)(C)C)=O)CC(OC(C)(C)C)=O)CC(=O)OC(C)(C)C)=O)=O (S)-5-(tert-Butoxy)-2-((R)-5-(tert-butoxy)-5-oxo-4-(4,7,10-tris(2-(tert-butoxy)-2-oxoethyl)-1,4,7,10-tetraazacyclododecan-1-yl)pentanamido)-5-oxopentanoic acid